3-[bis(2-carboxyethyl)phosphanyl]propanoic acid C(=O)(O)CCP(CCC(=O)O)CCC(=O)O